OC=1C=C(NC1)C(=O)NC1=CC=C(C=C1)C1=C(N=CS1)C 4-hydroxy-N-(4-(4-methylthiazol-5-yl)phenyl)pyrrole-2-carboxamide